FC1(CC(C1)C1=NNC(=N1)C1CC2(CN(C2)C(=O)N2CC3(C2)CC(C3)CN3N=C(N=C3)C(F)(F)F)C1)F [6-[3-(3,3-difluorocyclobutyl)-1H-1,2,4-triazol-5-yl]-2-azaspiro[3.3]heptan-2-yl]-[6-[[3-(trifluoromethyl)-1,2,4-triazol-1-yl]methyl]-2-azaspiro[3.3]heptan-2-yl]methanone